Cl.P(=O)([O-])([O-])[O-].[NH4+].[NH4+].[NH4+] ammonium phosphate hydrochloride